β-hydroxyisoleucine O[C@]([C@H](N)C(=O)O)(C)CC